1,3-diethyl-4,5-bis(4-methoxyphenyl)-1,3-dihydro-2H-imidazole-2-selenone C(C)N1C(N(C(=C1C1=CC=C(C=C1)OC)C1=CC=C(C=C1)OC)CC)=[Se]